O=C1NC(CC[C@@H]1NC1=C(C=C(C=C1)N1CCN(CC1)C(=O)OC(C)(C)C)F)=O tert-butyl (S)-4-(4-((2,6-dioxopiperidin-3-yl)amino)-3-fluorophenyl)piperazine-1-carboxylate